2-[methyl(propyl)amino]acetic acid hydrochloride Cl.CN(CC(=O)O)CCC